FC(C=1C(=CNC(C1)=O)C(=O)NC=1C(=CC(=C(C1)C=1CN(CC1)C(=O)OC1(CCC1)C)F)N1C[C@@H](N(CC1)C)C)F 1-Methylcyclobutyl (S)-3-(5-(4-(difluoromethyl)-6-oxo-1,6-dihydropyridine-3-carboxamido)-4-(3,4-dimethylpiperazin-1-yl)-2-fluorophenyl)-2,5-dihydro-1H-pyrrole-1-carboxylate